5-bromo-6-[4-(oxetan-3-yl)piperazin-1-yl]-1H-benzimidazole BrC1=CC2=C(NC=N2)C=C1N1CCN(CC1)C1COC1